3-{4-[trans-4-amino-3-fluoropiperidin-1-yl]-7-chloro-3-(3-fluoro-5-methylphenyl)cinnolin-6-yl}-5-fluorobenzamide N[C@H]1[C@@H](CN(CC1)C1=C(N=NC2=CC(=C(C=C12)C=1C=C(C(=O)N)C=C(C1)F)Cl)C1=CC(=CC(=C1)C)F)F